ClC1=C(C(=CC=C1)C)NC(=O)C1=CN=C(S1)NC1=NC(=NC(=C1)N1CCC(CC1)N(C)CC1=CC(=CC=C1)NC1C(NC(CC1)=O)=O)C N-(2-chloro-6-methylphenyl)-2-((6-(4-((3-((2,6-dioxopiperidin-3-yl)amino)benzyl)(methyl)amino)piperidin-1-yl)-2-methylpyrimidin-4-yl)amino)thiazole-5-carboxamide